(6-(5-cyclopropyl-3-(5-fluoro-2-methylphenyl)-1H-pyrazol-1-yl)-2-azaspiro[3.3]heptan-2-yl)(2-fluoro-5-hydroxyphenyl)methanone C1(CC1)C1=CC(=NN1C1CC2(CN(C2)C(=O)C2=C(C=CC(=C2)O)F)C1)C1=C(C=CC(=C1)F)C